C(OC1=CC=C(C2=CC=CC=C12)OCC)([O-])=O 4-ethoxy-1-naphthyl carbonate